6-bromo-2-(2-trimethylsilylethoxymethyl)pyridazin-3-one sodium tetranitropropane salt [N+](=O)([O-])C(C([N+](=O)[O-])([N+](=O)[O-])[N+](=O)[O-])C.[Na].BrC=1C=CC(N(N1)COCC[Si](C)(C)C)=O